[2-(3-amino-1-piperidinyl)-4-(4-fluorophenyl)cyclopentyloxy]-2-fluoro-benzonitrile NC1CN(CCC1)C1C(CC(C1)C1=CC=C(C=C1)F)OC=1C(=C(C#N)C=CC1)F